N-(2-(3-(Difluoromethoxy)azetidin-1-yl)-6-methylpyrimidin-4-yl)-4-((2-hydroxyethyl)sulfonamido)-2-(6-azaspiro[2.5]octan-6-yl)benzamide FC(OC1CN(C1)C1=NC(=CC(=N1)NC(C1=C(C=C(C=C1)NS(=O)(=O)CCO)N1CCC2(CC2)CC1)=O)C)F